(R)-O-(3,4-Dihydroxycinnamoyl)-3-(3,4-Dihydroxyphenyl)lactic acid OC=1C=C(C=CC(=O)OC([C@H](O)CC2=CC(=C(C=C2)O)O)=O)C=CC1O